8,8-dimethyl-5,8-dihydro-1,6-naphthyridin CC1(C=NCC=2C=CC=NC12)C